(2,6-dichloro-pyrido[3,4-d]pyrimidin-4-yl)-[1-(3-difluoromethyl-2-fluoro-phenyl)-ethyl]-amine ClC=1N=C(C2=C(N1)C=NC(=C2)Cl)NC(C)C2=C(C(=CC=C2)C(F)F)F